COC=1C(=C2C=CN(C2=C(C1)C)C(=O)OC(C)(C)C)CN1C(CCCC1)C1=C(C=C(C=C1)C(=O)OC)[N+](=O)[O-] tert-Butyl 5-methoxy-4-((2-(4-(methoxycarbonyl)-2-nitrophenyl)piperidin-1-yl)methyl)-7-methyl-1H-indole-1-carboxylat